tert-butyl (R/S)-7-(((tert-butyldimethylsilyl)oxy)methyl)-3-formyl-5,7-dihydro-6H-pyrrolo[3,4-b]pyridine-6-carboxylate [Si](C)(C)(C(C)(C)C)OC[C@@H]1N(CC=2C1=NC=C(C2)C=O)C(=O)OC(C)(C)C |r|